C(C)C(CCO)CCCC(=C)CC 3,7-diethyloct-7-enol